ClCC1=CC=C(C=C1)N1N=CC(=C1)C(F)(F)F 1-[4-(chloromethyl)phenyl]-4-(trifluoromethyl)pyrazole